18-(4,4,5,5-tetramethyl-1,3,2-dioxaborolan-2-yl)-3,20-dioxapentacyclo[11.7.0.02,10.04,9.014,19]icosa-1,4,6,8,10,12,14,16,18-nonaene-6-carbonitrile CC1(OB(OC1(C)C)C=1C=CC=C2C3=CC=C4C5=CC=C(C=C5OC4=C3OC12)C#N)C